CS=C(C#CC(C)(C)N1C(CCC1)COC)[O-] S-Methyl-4-[2-(methoxymethyl)pyrrolidin-1-yl]-4-methylpent-2-ynethioat